N1=CC(=C2OCCCN21)C2=CN1C(S2)=C(C=N1)C(=O)NC=1C(=NC=C(C1)NC(=O)[C@H]1N(CCC1)C(C)C)C (S)-2-(6,7-dihydro-5H-pyrazolo[5,1-b][1,3]oxazin-3-yl)-N-(5-(1-isopropylpyrrolidine-2-carboxamido)-2-methylpyridin-3-yl)pyrazolo[5,1-b]thiazole-7-carboxamide